C(CCCCCCC\C=C/CCCCCCCC)NC(CC)=O N-((Z)-octadec-9-en-1-yl)propanamide